6-(2-(4-Fluorophenyl)-1H-benzo[d]imidazol-6-yl)-3-(2-morpholinoethyl)quinazolin-4(3H)-one FC1=CC=C(C=C1)C1=NC2=C(N1)C=C(C=C2)C=2C=C1C(N(C=NC1=CC2)CCN2CCOCC2)=O